C(C)OC(=O)C1=CN=C2N1C=C(C=C2Br)SCC2=CC=CC=C2 6-(benzylthio)-8-bromoimidazo[1,2-a]pyridine-3-carboxylic acid ethyl ester